4-(4-(benzyloxy)-3-isopropylbenzyl)-3,5-dichlorophenol C(C1=CC=CC=C1)OC1=C(C=C(CC2=C(C=C(C=C2Cl)O)Cl)C=C1)C(C)C